FC(C(=O)O)(F)F.FC(C(=O)O)(F)F.C(C1=CC=CC=C1)(=O)OCC(CNN)(C)C (3-Hydrazino-2,2-dimethyl-propyl) benzoate ditrifluoroacetic acid salt